C(CCC)NS(=O)(=O)C(C(C(C(C(C(C(C(F)(F)F)(F)F)(F)F)(F)F)(F)F)(F)F)(F)F)(F)F N-butyl-perfluorooctyl-sulfonamide